2-({6-[(1E)-hex-1-en-1-yl]-4-phenylquinolin-2-yl}(methyl)amino)acetic acid C(=C\CCCC)/C=1C=C2C(=CC(=NC2=CC1)N(CC(=O)O)C)C1=CC=CC=C1